FC1=C(C=C(C(=C1)OCCC1(CCC(CC1)NC)C1=CC=CC=C1)F)S(=O)(=O)NC1=NC=NS1 2,5-difluoro-4-(2-(4-(methylamino)-1-phenylcyclohexyl)ethoxy)-N-(1,2,4-thiadiazol-5-yl)benzenesulfonamide